C(C1=CC=CC=C1)OC(=O)N[C@@H](C(=O)O)C1CCCCCC1 (2R)-2-{[(benzyloxy)carbonyl]Amino}-2-cycloheptylacetic acid